benzyl (S)-3-methyl-2-((S)-1-oxo-7-((R)-1-tritylaziridine-2-carbonyl)-2,7-diazaspiro[4.4]nonan-2-yl)butanoate CC([C@@H](C(=O)OCC1=CC=CC=C1)N1C([C@@]2(CC1)CN(CC2)C(=O)C2[N@@](C2)C(C2=CC=CC=C2)(C2=CC=CC=C2)C2=CC=CC=C2)=O)C